1,3-dimethyl-5-(6-(((3aR,5s,6aS)-2-((tetrahydro-2H-pyran-4-yl)methyl)octahydrocyclopenta[c]pyrrol-5-yl)amino)pyridazin-3-yl)pyridin-2(1H)-one CN1C(C(=CC(=C1)C=1N=NC(=CC1)NC1C[C@@H]2[C@@H](CN(C2)CC2CCOCC2)C1)C)=O